4-[(6-bromo-3-fluoro-2-pyridyl)oxymethyl]-3-fluoro-benzonitrile BrC1=CC=C(C(=N1)OCC1=C(C=C(C#N)C=C1)F)F